CN(CCOC=1C=C(C=CC1)C=1C(=CC(N(C1)C)=O)C=1C2=C(C(N(C1)C)=O)N(C(=C2)C=2C=NN(C2)C(F)(F)F)S(=O)(=O)C2=CC=C(C)C=C2)C 4-(5-(3-(2-(dimethylamino)ethoxy)phenyl)-1-methyl-2-oxo-1,2-dihydropyridin-4-yl)-6-methyl-1-tosyl-2-(1-(trifluoromethyl)-1H-pyrazol-4-yl)-1,6-dihydro-7H-pyrrolo[2,3-c]pyridin-7-one